COC(=O)N(NC)C 1,2-dimethylhydrazinecarboxylic acid methyl ester